7-(6-(3-Dimethylamino-propoxy)-pyridin-3-yl)-6-fluoro-2-methyl-9,10-dihydro-8-oxa-2,4,10a-Triazanaphtho[2,1,8-cde]azulene-1(2H)-one CN(CCCOC1=CC=C(C=N1)C1=C(C=C2N=CC=3N(C(N4CCOC1=C2C34)=O)C)F)C